C(CC1=CC=CC=C1)C1=NOC(=N1)[C@H]1NCCCC1 (S)-3-phenethyl-5-(piperidin-2-yl)-1,2,4-oxadiazole